5-Fluoro-1-((4aR,6R,7aS)-2-(2,4,6-trifluorophenethoxy)-2-oxidotetrahydro-4H-furo[3,2-d][1,3,2]dioxaphosphinin-6-yl)pyrimidine-2,4(1H,3H)-dione FC=1C(NC(N(C1)[C@H]1C[C@@H]2OP(OC[C@H]2O1)(=O)OCCC1=C(C=C(C=C1F)F)F)=O)=O